N,N-bis(2-hydroxyethyl)-N-(3-dodecyloxy-2-hydroxypropyl)methyl-ammonium methyl-sulfate COS(=O)(=O)[O-].OCC[N+](CC(COCCCCCCCCCCCC)O)(CCO)C